chlorodifluoro(vinyl)silane Cl[Si](C=C)(F)F